FC[C@@H]1N=CC2(N3C1=CC1=C3N=C(N=C1)NC1=CC=C(C=C1)S(=O)(=O)N)CCCCC2 (R)-4-((6'-(fluoromethyl)-6'H-spiro[cyclohexane-1,9'-pyrazino[1',2':1,5]pyrrolo[2,3-d]pyrimidin]-2'-yl)amino)benzenesulfonamide